(E)-1-chloro-4-phenyl-3-butene-2-ol ClCC(\C=C\C1=CC=CC=C1)O